3-(4-ethenyl-3-methyl-2-oxo-2,3-dihydro-1H-benzimidazol-1-yl)piperidine-2,6-dione C(=C)C1=CC=CC=2N(C(N(C21)C)=O)C2C(NC(CC2)=O)=O